N-(1-(2-(trifluoromethyl)-pyrimidin-5-yl)-1,2,3,4-tetrahydroquinolin-3-yl)acrylamide FC(C1=NC=C(C=N1)N1CC(CC2=CC=CC=C12)NC(C=C)=O)(F)F